NCC(CN1N=CN(C1=O)C=1C=CC(=NC1)C=1C=C2CCC(NC2=C(C1)C)=O)=C(F)F 6-[5-[1-[2-(aminomethyl)-3,3-difluoro-allyl]-5-oxo-1,2,4-triazol-4-yl]-2-pyridinyl]-8-methyl-3,4-dihydro-1H-quinolin-2-one